N1C=CC2=C1C=NNC2=O 1,5-dihydro-4H-pyrrolo[2,3-d]pyridazin-4-one